N-(6-(4-cyanophenyl)thiazolo[4,5-b]pyrazin-2-yl)-4-(2-ethynylphenyl)-2-methylpyrimidine-5-formamide C(#N)C1=CC=C(C=C1)C=1N=C2C(=NC1)N=C(S2)NC(=O)C=2C(=NC(=NC2)C)C2=C(C=CC=C2)C#C